N-(4-(6-fluoro-3,4-dihydroisoquinolin-2(1H)-yl)-2-(1-fluorocyclopropyl)-6-methylphenyl)-3,3-Dimethylbutanamide FC=1C=C2CCN(CC2=CC1)C1=CC(=C(C(=C1)C)NC(CC(C)(C)C)=O)C1(CC1)F